N-cyclopropyl-4-methyl-3-{1-[2-(2-oxo-2H-pyridin-1-yl)-thiazol-5-yl]-1H-pyrazol-4-yl}-benzamide C1(CC1)NC(C1=CC(=C(C=C1)C)C=1C=NN(C1)C1=CN=C(S1)N1C(C=CC=C1)=O)=O